acrylamide-3,3-d2 C(C=C([2H])[2H])(=O)N